C(C)(C)C1=C(NC2=CC=C(C=C12)C1CCN(CC1)C)C=1N=C(C(N(C1)C)=O)C 5-(3-isopropyl-5-(1-methylpiperidin-4-yl)-1H-indol-2-yl)-1,3-dimethylpyrazin-2(1H)-one